COC(CC1=C(C=CC(=C1)Br)[N+](=O)[O-])=O 2-(5-bromo-2-nitro-phenyl)acetic acid methyl ester